1-(4-(7-(6-amino-3-(trifluoromethyl)pyridin-2-yl)-6-chloro-2-(((2S,4R)-4-ethoxy-1-methylpyrrolidin-2-yl)methoxy)quinazolin-4-yl)piperazin-1-yl)prop-2-en-1-one NC1=CC=C(C(=N1)C1=C(C=C2C(=NC(=NC2=C1)OC[C@H]1N(C[C@@H](C1)OCC)C)N1CCN(CC1)C(C=C)=O)Cl)C(F)(F)F